(S)-2-amino-1-(2-(4-fluorophenyl)-3-((4-fluorophenyl)amino)-8,8-dimethyl-5,6-dihydroimidazo[1,2-a]pyrazin-7(8H)-yl)-3-hydroxypropan-1-one N[C@H](C(=O)N1C(C=2N(CC1)C(=C(N2)C2=CC=C(C=C2)F)NC2=CC=C(C=C2)F)(C)C)CO